BrC1=C(C(=C2C(=NC(=NC2=C1F)SC)Cl)F)Cl 7-bromo-4,6-dichloro-5,8-difluoro-2-(methylthio)quinazoline